(1-aminoprop-2-yl)-N-methylbenzamide NCC(C)C1=C(C(=O)NC)C=CC=C1